2,4-bis{4-[(3-diisopropylaminopentyl)aminomethyl]phenyl}-7-phenyl-7H-pyrrolo[2,3-d]pyrimidine C(C)(C)N(C(CCNCC1=CC=C(C=C1)C=1N=C(C2=C(N1)N(C=C2)C2=CC=CC=C2)C2=CC=C(C=C2)CNCCC(CC)N(C(C)C)C(C)C)CC)C(C)C